BrC1=NC(=CC(=C1)C(F)(F)F)CBr 2-bromo-6-(bromomethyl)-4-(trifluoromethyl)pyridine